CC=1N=C(SC1C1=CC(=NC=C1)C(C(F)(F)F)(C)C)NC(=O)NC([C@H]1NCCC1)=O N-(4-methyl-5-(2-(2,2,2-trifluoro-1,1-dimethylethyl)-4-pyridinyl)-2-thiazolyl)aminocarbonyl-L-prolinamide